ClC1=NC=C(C=N1)C(=O)NC=1C=CC(=NC1)C=1N=NN(C1NC(OC(C)C=1C(=NC=C(C1)F)F)=O)C 1-(2,5-difluoropyridin-3-yl)ethyl (4-(5-(2-chloropyrimidine-5-carboxamido)pyridin-2-yl)-1-methyl-1H-1,2,3-triazol-5-yl)carbamate